N1(C=NC=C1)C1CN(C1)C=1C2=C(N=C(N1)OCC13CCCN3CCC1)C(=C(N=C2)C2=CC=CC1=CC=CC(=C21)F)F 4-(3-(1H-imidazol-1-yl)azetidin-1-yl)-8-fluoro-7-(8-fluoronaphthalen-1-yl)-2-((hexahydro-1H-pyrrolizin-7a-yl)methoxy)pyrido[4,3-d]pyrimidine